N(C1=CC=CC=C1)C1=C(NC2=C1C(N(CC2)CC)=O)C2=CC(=NC=C2)NC([C@@H](C)C2=CC=C(C=C2)F)=O (2S)-N-[4-(3-anilino-5-ethyl-4-oxo-4,5,6,7-tetrahydro-1H-pyrrolo[3,2-c]pyridin-2-yl)pyridin-2-yl]-2-(4-fluorophenyl)propanamide